(1-((6-chloro-1'-methyl-6'-oxo-1',6'-dihydro-[2,3'-bipyridin]-3-yl)amino)ethyl)-3-ethyl-4,7-dimethyl-3,4-dihydro-5H-pyrazolo[3,4-c]isoquinolin-5-one ClC1=CC=C(C(=N1)C1=CN(C(C=C1)=O)C)NC(C)C1=NN(C=2N(C(C=3C=C(C=CC3C21)C)=O)C)CC